C(C)C1=C(C=CC(=N1)N)C=1C(=CC=C2CCC(OC12)(C)C)F 6-ethyl-5-(7-fluoro-2,2-dimethylchroman-8-yl)pyridin-2-amine